NC=1C=2N(C(=C(N1)C=1C=C(C#N)C=CC1)C1=CC=NC=C1)N=C(C2)C2=CC(=NC=C2)N2CCN(CC2)C 3-(4-Amino-2-(2-(4-methylpiperazin-1-yl)pyridin-4-yl)-7-(pyridin-4-yl)pyrazolo[1,5-a]pyrazin-6-yl)benzonitrile